ClC1=CC=C(S1)C(=O)N1[C@@H](C=2N(CC1)C(=NN2)C2=NC(=NS2)C2CC2)C (R)-(5-chlorothien-2-yl)(3-(3-cyclopropyl-1,2,4-thiadiazol-5-yl)-8-methyl-5,6-dihydro-[1,2,4]triazolo[4,3-a]pyrazin-7(8H)-yl)methanone